ClC=1C=C(C=C(C1)Cl)C=1OC2=C(N1)C=CC=C2 2-(3,5-dichloro-phenyl)-benzoOxazole